5-(furan-2-yl)-N-(3-hydroxy-4-methoxybenzyl)-2-morpholinebenzamide O1C(=CC=C1)C1COC(CN1)C1=CC=CC=C1C(=O)NCC1=CC(=C(C=C1)OC)O